(R)-1'-(6-amino-5-((2-chloro-3-(oxazol-2-yl)phenyl)sulfanyl)-3-fluoropyrazin-2-yl)-3H-spiro[benzofuran-2,4'-piperidin]-3-amine NC1=C(N=C(C(=N1)N1CCC2(CC1)OC1=C([C@H]2N)C=CC=C1)F)SC1=C(C(=CC=C1)C=1OC=CN1)Cl